NC1=CC=C(C=C1)N1C2=CC=C(C=C2C=2C=C(C=CC12)N)N 9-(4-aminophenyl)-9H-carbazole-3,6-diamine